ferric (butyl)phosphinate C(CCC)P([O-])=O.[Fe+3].C(CCC)P([O-])=O.C(CCC)P([O-])=O